C(C)NC=1C2=C(N=CN1)N(C(C2(C)C)=O)C2=CC=C(C=C2)N2CCOCC2 4-(ethylamino)-5,5-dimethyl-7-(4-morpholinophenyl)-5,7-dihydro-6H-pyrrolo[2,3-d]pyrimidin-6-one